FC=1C(=CC(=C(C(=O)NC2=C(C=CC=C2)F)C1)O[C@@H](C)C1=CC=CC=C1)N1N=C2N(C=CC=C2)C1=O 5-fluoro-N-(2-fluorophenyl)-4-(3-oxo[1,2,4]triazolo[4,3-a]pyridin-2(3H)-yl)-2-[(1S)-1-phenylethoxy]benzamide